OC1=NC=NN2C1=C(C=C2C(C)C)C(=O)N2CCC1(CCN(C1=O)C1=CC(=C(C=C1)C=1C=NNC1)OC)CC2 8-[4-hydroxy-7-(propan-2-yl)pyrrolo[2,1-f][1,2,4]triazine-5-carbonyl]-2-[3-methoxy-4-(1H-pyrazol-4-yl)phenyl]-2,8-diazaspiro[4.5]decan-1-one